1,2-bis(5-hydroxymethyl-2-methylthiophen-3-yl)cyclopentene OCC1=CC(=C(S1)C)C1=C(CCC1)C1=C(SC(=C1)CO)C